C1(CCCCC1)C1(C(NC2=C(C(=CC=C12)C)F)=O)C1=CC=C(C=C1)O 3-cyclohexyl-7-fluoro-3-(4-hydroxyphenyl)-6-methylindolin-2-one